CC(CCCCC)NC(C=C)=O N-2-heptyl-acrylamide